C(C1=CC=CC=C1)SC1=CC(=C(C=2NC=NC21)NCC2CCOCC2)[N+](=O)[O-] 4-(benzylthio)-6-nitro-N-((Tetrahydro-2H-pyran-4-yl)methyl)-1H-benzo[d]imidazol-7-amine